4-bromo-N-(4-bromo-5-fluoro-2-methylphenyl)-3-fluorobenzamide BrC1=C(C=C(C(=O)NC2=C(C=C(C(=C2)F)Br)C)C=C1)F